N1(CCCC1)C(=O)O 1-PYRROLIDINECARBOXYLIC ACID